(1S,4s)-4-(8-(2,4-dichloro-6-fluorophenylamino)-2-((3S,4R)-3-methyltetrahydro-2H-pyran-4-ylamino)-9H-purin-9-yl)cyclohexanecarboxamide ClC1=C(C(=CC(=C1)Cl)F)NC=1N(C2=NC(=NC=C2N1)N[C@H]1[C@@H](COCC1)C)C1CCC(CC1)C(=O)N